O1CCC(=CC1)C1=NC(=NC=C1)OC1CNCC1 3-((4-(3,6-dihydro-2H-pyran-4-yl)pyrimidin-2-yl)oxy)pyrrolidin